FC(OC=1C=CC(=C(C1)N1N=C(C=2C1=NC=C(C2)C(=O)NC2(CS(C2)(=O)=O)C)OC(C)C)F)F 1-(5-(difluoromethoxy)-2-fluorophenyl)-3-isopropoxy-N-(3-methyl-1,1-dioxidothietan-3-yl)-1H-pyrazolo[3,4-b]pyridine-5-carboxamide